N1N=CC=C1CNC(C1=CC=C(C=C1)C1CC2(CC(C2)C#N)CCN1CC1=C2C=CNC2=C(C=C1OC)C)=O N-((1H-pyrazol-5-yl)methyl)-4-(2-cyano-7-((5-methoxy-7-methyl-1H-indol-4-yl)methyl)-7-azaspiro[3.5]nonan-6-yl)benzamide